NCCNCCC[Si](OC)(OC)OC N-(aminoethyl)-aminopropyl-trimethoxysilane